C1(C=CC(N1CCCCN1C(C=CC1=O)=O)=O)=O 1,4-Bis-Maleimidobutane